FCCN1C(=NC=2C1=NC(=CC2)C=2C=CN1N=C(N=CC12)NCC(C(F)(F)F)(C)C)C 5-(3-(2-fluoroethyl)-2-methyl-3H-imidazo[4,5-b]pyridin-5-yl)-N-(3,3,3-trifluoro-2,2-dimethylpropyl)pyrrolo[2,1-f][1,2,4]triazin-2-amine